(2R)-2-(4,5-dichloro-6-oxo-pyridazin-1-yl)-N-[4-(difluoromethyl)-3-(dimethylsulfamoyl)phenyl]propanamide ClC=1C=NN(C(C1Cl)=O)[C@@H](C(=O)NC1=CC(=C(C=C1)C(F)F)S(N(C)C)(=O)=O)C